1-isopropyl-N-((6-methyl-2-oxo-4-propyl-1,2-dihydropyridine-3-yl)methyl)-1H-indazole-4-carboxamide C(C)(C)N1N=CC=2C(=CC=CC12)C(=O)NCC=1C(NC(=CC1CCC)C)=O